CC1=CC=C2C(=N1)N=CO2 5-methyloxazolo[4,5-b]pyridin